ClC=1C=C2C=C(N(C2=CC1)C)C(=O)N1CCC(CC1)C(=O)C=1SC(=NN1)C1=CC=CC=C1 (5-Chloro-1-methyl-1H-indol-2-yl)(4-(5-phenyl-1,3,4-thiadiazol-2-carbonyl)piperidin-1-yl)methanone